ClC1=NC(=NC(=C1C=O)Cl)OC 4,6-dichloro-2-methoxypyrimidine-5-carbaldehyde